FC=1C=C(C=CC1)N1N=CC=2C1=NC(=NC2NC(=O)C=2SC(=CC2)[N+](=O)[O-])N2N=C(C=C2)OCCO N-(1-(3-fluorophenyl)-6-(3-(2-hydroxyethoxy)-1H-pyrazol-1-yl)-1H-pyrazolo[3,4-d]pyrimidin-4-yl)-5-nitrothiophene-2-carboxamide